ClC=1C=C(C=CC1)N1CC2(C3=NC(=CC=C31)C(=O)N3C(C(NCC3)=O)(C)C)CCCC2 4-(1'-(3-chlorophenyl)-1',2'-dihydrospiro[cyclopentane-1,3'-pyrrolo[3,2-b]pyridine]-5'-carbonyl)-3,3-dimethylpiperazin-2-one